(S)-6-Bromo-2-(2,5-dimethyl-1-(3-(morpholinosulfonyl)phenyl)-1H-pyrrol-3-yl)-N-(1-(ethylsulfonyl)pyrrolidin-3-yl)-3H-imidazo[4,5-b]pyridin-7-amin BrC=1C(=C2C(=NC1)NC(=N2)C2=C(N(C(=C2)C)C2=CC(=CC=C2)S(=O)(=O)N2CCOCC2)C)N[C@@H]2CN(CC2)S(=O)(=O)CC